C(C)(C)C1=C(C(=CC(=C1)C(C)C)C(C)C)C1=C(C(=C2C=CC=CC2=C1)C=1C(=C(C=C2C=CC=CC12)C1=C(C=C(C=C1C(C)C)C(C)C)C(C)C)O)O (S)-3,3'-di(2,4,6-triisopropylphenyl)-[1,1-binaphthalene]-2,2'-diol